1-[2-(N,N-dimethylamino)ethyl]-4-(phenoxymethyl)-1H-1,2,3-triazole CN(C)CCN1N=NC(=C1)COC1=CC=CC=C1